N-(5-chloro-1H-pyrrolo[3,2-b]pyridin-3-yl)-1-methyl-6-(tetrahydro-2H-pyran-4-yl)-1H-benzo[d]imidazol-2-amine ClC1=CC=C2C(=N1)C(=CN2)NC2=NC1=C(N2C)C=C(C=C1)C1CCOCC1